methyl 1-methyl-5-[1-methyl-5-(2-{1-[(2-nitrophenyl) amino]-3-azabicyclo[3.2.1]octan-3-yl} ethoxy) pyrazol-4-yl]-6-oxopyridine-3-carboxylate CN1C=C(C=C(C1=O)C=1C=NN(C1OCCN1CC2(CCC(C1)C2)NC2=C(C=CC=C2)[N+](=O)[O-])C)C(=O)OC